FC(C1=CC=C(OC=2C=C(C3=C(OCCO3)C2)NC(OC(C)(C)C)=O)C=C1)(F)F tert-Butyl (7-(4-(trifluoromethyl)phenoxy)-2,3-dihydro-benzo[b][1,4]dioxin-5-yl)carbamate